F[C@@H]1CN(CC[C@@H]1OC)C1=NC=CC(=N1)NC=1N=CC2=C(C=CC(=C2C1)C(C)C)N1[C@@H]([C@H](C1)CS(=O)(=O)C)C N-(2-((3R,4S)-3-fluoro-4-methoxypiperidin-1-yl)pyrimidin-4-yl)-5-isopropyl-8-((2R,3S)-2-methyl-3-((methanesulfonyl)methyl)azetidin-1-yl)isoquinolin-3-amine